(R)-1-(4-chlorobenzyl)-3-((R or S)-3,3-difluorooxetan-2-yl)-3-(4-(methylsulfonyl)phenethyl)pyrrolidine ClC1=CC=C(CN2C[C@](CC2)(CCC2=CC=C(C=C2)S(=O)(=O)C)[C@H]2OCC2(F)F)C=C1 |o1:23|